C(C1=CC=CC=C1)OC=1C(=NC=CC1F)Br 3-(benzyloxy)-2-bromo-4-fluoropyridine